2-(4-bromophenyl)-4-methyl-morpholine BrC1=CC=C(C=C1)C1CN(CCO1)C